C1(CC1)C1=C(C(=NO1)C1=C(C=CC=C1)C(F)(F)F)/C=C/C1CC2(CC(C2)COC2=CC=NN2C)C1 (E)-5-((6-(2-(5-Cyclopropyl-3-(2-(trifluoromethyl)phenyl)isoxazol-4-yl)vinyl)spiro[3.3]heptan-2-yl)methoxy)-1-methyl-1H-pyrazol